Cl.FC=1C=C(C(=C(C(=O)OC)C1)C(CC1=NC=NN1C)=O)[N+](=O)[O-] methyl 5-fluoro-2-(2-(1-methyl-1H-1,2,4-triazol-5-yl) acetyl)-3-nitrobenzoate hydrochloride salt